(S)-2-((4-((2-hydroxy-1-phenylethyl)amino)-5-(3-(2-hydroxypropan-2-yl)-1,2,4-oxadiazol-5-yl)pyrimidin-2-yl)amino)-6,7,7-trimethyl-6,7-dihydro-5H-pyrrolo[3,4-b]pyridin-5-one OC[C@H](C1=CC=CC=C1)NC1=NC(=NC=C1C1=NC(=NO1)C(C)(C)O)NC1=CC=C2C(=N1)C(N(C2=O)C)(C)C